FC1=C(C=C(C=C1)F)C1=CC=C(C=C1)CC(=O)N(C=1SC(=C(N1)C([2H])([2H])[2H])S(N)(=O)=O)C 2-(2',5'-Difluoro-[1,1'-biphenyl]-4-yl)-N-methyl-N-(4-(methyl-d3)-5-sulfamoylthiazol-2-yl)acetamide